N-[2-(diethylamino)ethyl]-N-methyl-7-[(5-{4-[(2R)-2-methyl-5-oxopyrrolidin-1-yl]phenyl}pyrimidin-2-yl)amino]-1H,2H,3H-pyrido[2,3-b][1,4]oxazine-1-carboxamide C(C)N(CCN(C(=O)N1C2=C(OCC1)N=CC(=C2)NC2=NC=C(C=N2)C2=CC=C(C=C2)N2[C@@H](CCC2=O)C)C)CC